FC=1C(=NC(=NC1)NC1=CC(=CC=C1)N1CCN(CC1)C1COCC1)N1C=C(C2=CC=CC=C12)C(=O)N 1-(5-fluoro-2-{3-[4-(tetrahydro-furan-3-yl)-piperazin-1-yl]-phenylamino}-pyrimidin-4-yl)-1H-indole-3-carboxylic acid amide